C(CC)OC([C@H](C1=CC=CC=C1)N)=O (S)-2-amino-2-phenyl-acetic acid n-propyl ester